N-(4-((2-methoxy-3-(1-methyl-1H-pyrazol-3-yl)phenyl)amino)-2-methyl-3-oxo-2,3-dihydro-1H-pyrazolo[3,4-b]pyridin-6-yl)cyclopropanecarboxamide COC1=C(C=CC=C1C1=NN(C=C1)C)NC1=C2C(=NC(=C1)NC(=O)C1CC1)NN(C2=O)C